NC=1C(=CC(=C(C1)C1=C(C=C(C(=C1)Cl)F)F)I)C(=O)OC methyl 5-amino-5'-chloro-2',4'-difluoro-2-iodo-[1,1'-biphenyl]-4-carboxylate